O=C1N(CC2=C(C=CC=C12)C#CCOCCN1N=CC(=C1)B1OC(C(O1)(C)C)(C)C)C1C(N(C(CC1)=O)COCC[Si](C)(C)C)=O 3-(1-oxo-4-(3-(2-(4-(4,4,5,5-tetramethyl-1,3,2-dioxaborolan-2-yl)-1H-pyrazol-1-yl)ethoxy)prop-1-yn-1-yl)isoindolin-2-yl)-1-((2-(trimethylsilyl)ethoxy)methyl)piperidine-2,6-dione